BrCC1=C(C=C(C=C1)OC(F)(F)F)F 1-(bromomethyl)-2-fluoro-4-(trifluoromethoxy)benzene